3-hexylnonane C(CCCCC)C(CC)CCCCCC